CN(C1=CC=2OC(C(=CC2S1)C(=O)O)=O)S(=O)(=O)C1=CC(=CC=C1)OC(F)(F)F 2-[Methyl-(3-trifluoromethoxy-benzenesulfonyl)-amino]-5-oxo-5H-thieno[3,2-b]pyran-6-carboxylic acid